FC1=C(C=CC(=C1)F)N1N=CC=C1 1-(2,4-difluorophenyl)pyrazole